2-((1H-benzo[d][1,2,3]triazol-5-yl)methyl)-3-((4-chloro-1-methyl-1H-pyrazol-5-yl)methyl)-6-fluoroisoindolin-1-one N1N=NC2=C1C=CC(=C2)CN2C(C1=CC(=CC=C1C2CC2=C(C=NN2C)Cl)F)=O